FC=1C=C2C(=NC(=NC2=CC1)NC1=C(C=C(C=C1)F)F)NC1=NNC(=C1)C 6-fluoro-N4-(5-methyl-1H-pyrazol-3-yl)-N2-(2,4-difluorophenyl)quinazoline-2,4-diamine